(R)-3-(3-(5-(3-hydroxy-1-methyl-2-oxopyrrolidin-3-yl)isoxazol-3-yl)phenyl)-7-(3,3,3-trifluoropropyl)-5,6,7,8-tetrahydroimidazo[1,5-a]pyrazine-1-carboxylic acid O[C@@]1(C(N(CC1)C)=O)C1=CC(=NO1)C=1C=C(C=CC1)C1=NC(=C2N1CCN(C2)CCC(F)(F)F)C(=O)O